C(C)OC1=CC=C(C=C1)[C@H](COC)NC(=O)C1C2OC3=C(C21)C=C(C=C3)C=3C=NC=NC3 exo-N-[(1R)-1-(4-ethoxyphenyl)-2-methoxyethyl]-5-(pyrimidin-5-yl)-1a,6b-dihydro-1H-cyclopropa[b][1]benzofuran-1-carboxamide